8-chloro-7-methyl-1-(4,4,5,5-tetramethyl-1,3,2-dioxaborolan-2-yl)isoquinolin-3-amine ClC=1C(=CC=C2C=C(N=C(C12)B1OC(C(O1)(C)C)(C)C)N)C